Cl.NC(CC(=O)OCC)(C)C Ethyl 3-amino-3-methyl-butyrate hydrochloride